C12CN(CC(N1)C2)C=2C(=C1CN(C(C1=C(C2)F)=O)C2C(NC(CC2)=O)=O)F 3-(5-(3,6-diazabicyclo[3.1.1]heptan-3-yl)-4,7-difluoro-1-oxoisoindolin-2-yl)piperidine-2,6-dione